CC(CO)(CCCCC)O 2-methylheptane-1,2-diol